CC1=C(C=CC=C1)C1=NC2=CC=CC=C2C=C1 (methylphenyl)quinoline